C(C1=CC=CC=C1)OC=1C=CC2=C(C(=C(O2)C)C(=O)NC2C[C@H]3CC[C@@H](C2)N3C)C1 5-(benzyloxy)-2-methyl-N-((1R,3s,5S)-8-methyl-8-azabicyclo[3.2.1]octan-3-yl)benzofuran-3-carboxamide